OC(=O)C(F)(F)F.C[C@@H]1NC[C@H]1CS(=O)(=O)C (2S,3R)-2-methyl-3-(methylsulfonylmethyl)azetidine TFA salt